C1(C=CC(N1C1=CC=C(C=C1)CCCC(=O)O)=O)=O 4-(p-maleimidophenyl)butyric acid